(rac)-ethyl 7-(3-ethyl-5-(hydroxymethyl)-1-methyl-1H-pyrazol-4-yl)-6-fluoro-3-(3-(naphthalen-1-yloxy)propyl)-1H-indole-2-carboxylate C(C)C1=NN(C(=C1C=1C(=CC=C2C(=C(NC12)C(=O)OCC)CCCOC1=CC=CC2=CC=CC=C12)F)CO)C